[3-[4-[N-(Cyclopropylmethyl)anilino]phenyl]azetidin-1-yl]-[(3S)-3-(1H-triazol-5-yl)pyrrolidin-1-yl]methanone C1(CC1)CN(C1=CC=CC=C1)C1=CC=C(C=C1)C1CN(C1)C(=O)N1C[C@H](CC1)C1=CN=NN1